CC1=C(C(=CC=C1)C)C1=NC(=NC(=C1)OC[C@@H](CC(C)(C)C)NCC1=NC=C(C=N1)N1CC(CC1)(C)C)NS(=O)(=O)C=1C=C(C(=O)O)C=CC1 3-[[4-(2,6-dimethylphenyl)-6-[(2R)-2-[[5-(3,3-dimethylpyrrolidin-1-yl)pyrimidin-2-yl]methylamino]-4,4-dimethyl-pentoxy]pyrimidin-2-yl]sulfamoyl]benzoic acid